2,5-bis(benzyloxy)-4-(chloromethyl)benzoic acid ethyl ester C(C)OC(C1=C(C=C(C(=C1)OCC1=CC=CC=C1)CCl)OCC1=CC=CC=C1)=O